FC(COC(=O)SC1CS(CC1)(=O)=O)(F)F 3-trifluoroethoxycarbonylthiotetrahydrothiophene-1,1-dioxide